5-(5-(3,5-dichloro-4-fluorophenyl)-5-(trifluoromethyl)-4,5-dihydroisoxazol-3-yl)-N-(oxetan-3-yl)-5,6-dihydro-4H-thieno[2,3-c]pyrrole-2-carboxamide ClC=1C=C(C=C(C1F)Cl)C1(CC(=NO1)N1CC2=C(C1)C=C(S2)C(=O)NC2COC2)C(F)(F)F